N-(5-methyl-4-phenylpyrimidin-2-yl)-3,5-bis(trifluoromethyl)benzamide CC=1C(=NC(=NC1)NC(C1=CC(=CC(=C1)C(F)(F)F)C(F)(F)F)=O)C1=CC=CC=C1